6-chloro-2-((3-(1-methylpyrrolidin-2-yl)propyl)thio)-1,4-dihydroquinazoline dihydrochloride Cl.Cl.ClC=1C=C2CN=C(NC2=CC1)SCCCC1N(CCC1)C